4-[4-(1,3-benzodioxol-5-yl)-5-pyridin-2-yl-1H-imidazol-2-yl]benzamide tert-butyl-(2-((4-(5-bromothiophen-2-yl)-5-oxo-4,5-dihydro-1H-tetrazol-1-yl)methyl)-3,3-difluoroallyl)carbamate C(C)(C)(C)N(C(O)=O)CC(=C(F)F)CN1N=NN(C1=O)C=1SC(=CC1)Br.O1COC2=C1C=CC(=C2)C=2N=C(NC2C2=NC=CC=C2)C2=CC=C(C(=O)N)C=C2